2-{6-[(3R)-1-{[(2S,5R)-5-aminooxane-2-yl]methyl}pyrrolidin-3-yl]-1-methyl-1H-indazol-4-yl}-N-(2,2-difluoroethyl)-5-fluoro-N-(isopropyl)benzamide N[C@@H]1CC[C@H](OC1)CN1C[C@H](CC1)C1=CC(=C2C=NN(C2=C1)C)C1=C(C(=O)N(C(C)C)CC(F)F)C=C(C=C1)F